CC1(OC(CC1C(=O)NC=1SC(=CN1)C=1C=C2C=C(N=NC2=CC1)CN1CCOCC1)(C)C)C 2,2,5,5-tetramethyl-N-(5-(3-(morpholinomethyl)cinnolin-6-yl)thiazol-2-yl)tetrahydrofuran-3-carboxamide